(p-octyloxyphenyl)triphenyl-boron C(CCCCCCC)OC1=CC=C(C=C1)C1=C(C=CC=C1)B(C1=CC=CC=C1)C1=CC=CC=C1